6-(3-(dimethylamino)-2-methylphenyl)-2-(pyrimidin-2-yl)-7,8-dihydro-phthalazin-1(2H)-one CN(C=1C(=C(C=CC1)C1=CC=2C=NN(C(C2CC1)=O)C1=NC=CC=N1)C)C